C(C)C1=CN=CC=N1 6-ethyl-pyrazine